C(C)NC1=CC(C1=O)=O 2-(ethylamino)-3,4-dioxo-cyclobuten